CN(C=1C2=C(N=C(N1)N1CC(C1)OC(C1=CC=C(C=C1)S(=O)(=O)C)=O)CC[S+]2[O-])C2CCOCC2 [1-[4-[Methyl(tetrahydropyran-4-yl)amino]-5-oxido-6,7-dihydrothieno[3,2-d]pyrimidin-5-ium-2-yl]azetidin-3-yl]-4-methylsulfonylbenzoat